Methyl 4-amino-5-chloro-2-fluoro-3-methyl-benzoate NC1=C(C(=C(C(=O)OC)C=C1Cl)F)C